C(C)(C)(CC(C)(C)C)NC1=NC(=NC(=N1)Cl)Cl 4-tert-Octylamino-2,6-dichloro-1,3,5-triazin